C(C)OC(=O)C=1SC=C(N1)C(=O)O 2-(ethoxycarbonyl)thiazole-4-carboxylic acid